2-methoxystyrene COC1=C(C=C)C=CC=C1